2-(4-fluorophenyl)-5-methyl-piperidine FC1=CC=C(C=C1)C1NCC(CC1)C